[N+](=O)([O-])C1=CC=C(C=C1)S(=O)(=O)NCCC(C)NC(OC(C)(C)C)=O tert-butyl (4-((4-nitrophenyl)sulfonamido)butan-2-yl)carbamate